ClC1=CC=C(C=C1)C=1N=C(SC1)N(C1=C(N=C2N1C=C(C=C2)N2CCN(CC2)CCO)CC)C 2-(4-(3-((4-(4-chlorophenyl)thiazol-2-yl)(methyl)amino)-2-ethylimidazo[1,2-a]pyridin-6-yl)piperazin-1-yl)ethanol